NC1=C(C(C2=C(C=CC=C2)Cl)=NO)C=C(C=C1)[N+](=O)[O-] amino-2'-chloro-5-nitrobenzophenone oxime